(R)-2-allyl-1-(7-ethyl-7-hydroxy-6,7-dihydro-5H-cyclopenta[b]pyridin-2-yl)-6-((4-(2-hydroxyethyl)phenyl)amino)-1,2-dihydro-3H-pyrazolo[3,4-d]pyrimidin-3-one C(C=C)N1N(C2=NC(=NC=C2C1=O)NC1=CC=C(C=C1)CCO)C1=CC=C2C(=N1)[C@@](CC2)(O)CC